1-(3-bromophenyl)-3,3-dimethylcyclobutane-1-carboxylic acid BrC=1C=C(C=CC1)C1(CC(C1)(C)C)C(=O)O